Methyl 3-((2-methoxypyridin-4-yl) amino)-3-oxopropanoate COC1=NC=CC(=C1)NC(CC(=O)OC)=O